NC1=C2C(=C(N=N1)N[C@H]1[C@@H](CCCC1)O)COCC2 (1R,2R)-2-[(1-amino-7,8-dihydro-5H-pyrano[3,4-d]pyridazin-4-yl)amino]cyclohexan-1-ol